S1S[C@@H](CC1)CCCCCO (R)-5-(1,2-dithiolan-3-yl)pentan-1-ol